PYRIMIDINE-4,6-DICARBOXYLIC ACID N1=CN=C(C=C1C(=O)O)C(=O)O